N-(4-(2-(methoxymethyl)phenyl)thiazol-2-yl)-5-(4-(methylsulfonyl)piperazin-1-yl)picolinamide COCC1=C(C=CC=C1)C=1N=C(SC1)NC(C1=NC=C(C=C1)N1CCN(CC1)S(=O)(=O)C)=O